C(CC)S(=O)(=O)OO.[Na] sodium hydroxy propyl-sulphonate